[2-(hydroxymethyl)-4-methyl-3-pyridyl]methanol OCC1=NC=CC(=C1CO)C